C1NCC12COC(OC2)CCN(C2=CC=C(C#N)C=C2)CC2=C(C(=C(C=C2)OC)F)F 4-((2-(6,8-dioxa-2-azaspiro[3.5]nonan-7-yl)ethyl)(2,3-difluoro-4-methoxybenzyl)amino)benzonitrile